2-[2-(aminomethyl)-3,3-difluoro-allyl]-4-(4-bromo-2-methyl-phenyl)-1,2,4-triazol-3-one NCC(CN1N=CN(C1=O)C1=C(C=C(C=C1)Br)C)=C(F)F